2-(6-(Benzyloxy)-2,3-dichlorophenyl)-2,7-diazaspiro[3.5]nonane C(C1=CC=CC=C1)OC1=CC=C(C(=C1N1CC2(C1)CCNCC2)Cl)Cl